butyl 3-[[(2,3-dichloro-6-methoxyphenyl)(3-methylpyridin-4-yl)methyl]carbamoyl]azetidine-1-carboxylate ClC1=C(C(=CC=C1Cl)OC)C(C1=C(C=NC=C1)C)NC(=O)C1CN(C1)C(=O)OCCCC